N1N=NN=C1C1=C(C=CC=C1)C1=NC(=CC(=C1)NC(=O)NC1=C(C=CC=C1)F)N(CCC)C1CCC(CC1)(C)C 1-(2-(2-(1H-tetrazol-5-yl)phenyl)-6-((4,4-dimethylcyclohexyl)(propyl)amino)pyridin-4-yl)-3-(2-fluorophenyl)urea